ClC=1C=CC(=C(C1)CC(=O)NC=1C=C(C(=O)NC2CCOCC2)C=CC1)O 3-[[2-(5-chloro-2-hydroxy-phenyl)acetyl]amino]-N-tetrahydropyran-4-yl-benzamide